6-(4-(ethylamino)phenyl)-4-(methylthio)pyridin-2-amine C(C)NC1=CC=C(C=C1)C1=CC(=CC(=N1)N)SC